C(C=1C(C(=O)O)=CC(C(=O)O)=C(C(O)=N)C1)(O)=N Pyromellitic acid diimide